BrC1=CC(=C(OCC2=NC(=CC=C2)OC2CCNCC2)C=C1)F 2-((4-Bromo-2-fluorophenoxy)methyl)-6-(piperidin-4-oxy)pyridine